5-(tert-butyl)-2-iodobenzonitrile C(C)(C)(C)C=1C=CC(=C(C#N)C1)I